O[C@@]1(CC[C@@H]2[C@H]3CC[C@@]4([C@H](CC[C@H]4[C@@H]3CC[C@@H]2C1)[C@@H]([C@@H](CO)O)C)C)C(F)(F)F (2S,3S)-3-((3R,5R,8R,9R,10S,13S,14S,17R)-3-hydroxy-13-methyl-3-(trifluoromethyl)hexadecahydro-1H-cyclopenta[a]phenanthren-17-yl)butane-1,2-diol